1-((4-Iodophenyl)(Phenyl)Methyl)Azetidin-3-Yl Methanesulfonate CS(=O)(=O)OC1CN(C1)C(C1=CC=CC=C1)C1=CC=C(C=C1)I